adenosine-5'-triphosphate dipotassium salt [K+].[K+].P([O-])(=O)(OP(=O)([O-])OP(=O)(O)O)OC[C@@H]1[C@H]([C@H]([C@@H](O1)N1C=NC=2C(N)=NC=NC12)O)O